(S)-3-((7-(difluoromethyl)-2,2,3,3-tetrafluoro-1-oxido-2,3-dihydrobenzo[b]thiophen-6-yl)oxy)-5-fluorobenzonitrile FC(C1=C(C=CC2=C1[S@@](C(C2(F)F)(F)F)=O)OC=2C=C(C#N)C=C(C2)F)F